1-(2,5-dichlorothiophen-3-yl)prop-2-yn ClC=1SC(=CC1CC#C)Cl